ClC1=CC(=NC(=C1N(C)C)Cl)C1=NC(=NC(=N1)N[C@@H](C(F)(F)F)C)N[C@@H](C(F)(F)F)C 6-(4,6-dichloro-5-dimethylaminopyridin-2-yl)-N2,N4-bis((R)-1,1,1-trifluoroprop-2-yl)-1,3,5-triazine-2,4-diamine